COC1=CC=C(C=C1)N(C1=CC=C(C=C1)C=CC1=CC=[N+](C=C1)C)C1=CC=C(C=C1)OC 4-(2-{4-[bis-(4-methoxy-phenyl)-amino]-phenyl}-vinyl)-1-methyl-pyridinium